ClC=1C=CC=C2C=C(NC12)C(=O)N1[C@@H]([C@H]2C([C@H]2C1)(C)C)C(=O)N[C@@H](C[C@H]1C(NCC1)=O)C#N (1R,2S,5S)-3-(7-Chloro-1H-indole-2-carbonyl)-N-((S)-1-cyano-2-((S)-2-oxopyrrolidin-3-yl)ethyl)-6,6-dimethyl-3-azabicyclo[3.1.0]hexane-2-carboxamide